5,7-dichloro-2-methyl-8-hydroxyquinoline ClC1=C2C=CC(=NC2=C(C(=C1)Cl)O)C